C1(CCCCC1)P(C1=C(C=CC=C1)C1=C(C=C(C=C1C(C)C)C(C)C)C(C)C)C1CCCCC1 2-Dicyclohexylphosphino-2',4',6'-tri-isopropyl-1,1'-biphenyl